CC(CCCCC)N methyl-1-hexanamine